(1R,4R)-4-(4-amino-3-(difluoromethyl)-1H-pyrazol-1-yl)cyclohexane NC=1C(=NN(C1)C1CCCCC1)C(F)F